FC1=C(C=CC=C1)S(=O)(=O)N1CC2(C1)CC(C2)N2[C@@H](COC1=C(C2=O)C=NC(=N1)C)C (7R)-6-[2-(2-fluorophenyl)sulfonyl-2-azaspiro[3.3]heptan-6-yl]-2,7-dimethyl-7,8-dihydropyrimido[5,4-f][1,4]oxazepin-5-one